(S)-2-amino-5-methoxypentanoic acid N[C@H](C(=O)O)CCCOC